FC(C=1C(=C(C=C(C1)[N+](=O)[O-])C(C)=O)F)F 1-[3-(difluoromethyl)-2-fluoro-5-nitro-phenyl]ethanone